C(C)(C)N(C(/C=C/C(=O)O)=O)C(C)C (E)-4-(diisopropylamino)-4-oxobut-2-enoic acid